NCCCCN1C2=C(N(C(C3=C1C=CC=C3)=O)CCC3=CC=CC=C3)C=CC(=C2)Cl 5-(4-Aminobutyl)-7-chloro-10-(2-phenylethyl)-5,10-dihydro-11H-dibenzo[b,e][1,4]diazepin-11-one